CC1=NN(C(=C1)C)C=1N=C(C2=C(N1)N(C=C2)C)NC2=CC=C(C=C2)C 2-(3,5-dimethyl-1H-pyrazol-1-yl)-7-methyl-N-(4-methylphenyl)-7H-pyrrolo[2,3-d]pyrimidin-4-amine